methoxy-5-nitroaniline CONC1=CC=CC(=C1)[N+](=O)[O-]